P(=O)(OCCN(C(C1=CN=C(C(=C1)C#N)S(=O)(=O)C)=O)CC#C)(OCC[N+](C)(C)C)[O-] 2-(5-cyano-6-(methylsulfonyl)-N-(prop-2-yn-1-yl)nicotinamido)ethyl (2-(trimethylammonio)ethyl) phosphate